COC1=NC(=CC=C1C=C)C(F)(F)F 2-methoxy-6-(trifluoromethyl)-3-vinylpyridine